trans-N-methyl-N-[3-[(6-(4-hydroxyphenyl)imidazo[1,5-a]pyridin-8-yl)oxy]cyclobutyl]prop-2-enamide CN(C(C=C)=O)[C@@H]1C[C@H](C1)OC=1C=2N(C=C(C1)C1=CC=C(C=C1)O)C=NC2